C[Si](C=1C=C(C=CC1)C(=C)C1=CC=CC=C1)(OC)OC 1-[3-(methyldimethoxysilyl)phenyl]-1-phenylethene